CC1=C(N=C(S1)NC(CC=1C=C(OCCOCCOCCOCCOCCOCCOCCOCCOS(=O)(=O)C)C=CC1)=O)C=1C=C2C=CN(C2=CC1)C(C1=C(C=CC=C1)C)=O methanesulfonic acid 23-(3-(2-((5-methyl-4-(1-(2-methylbenzoyl) indol-5-yl) thiazol-2-yl) amino)-2-oxoethyl) phenoxy)-3,6,9,12,15,18,21-heptaoxatricosyl ester